NC1=CC=C(C=C1)CCN(CCC1=CC=C(N)C=C1)CCC1=CC=C(C=C1)N 4-(2-(bis(4-aminophenylethyl)amino)ethyl)aniline